5-(3-Ethoxy-3'-(2,2,2-trifluoro-1,1-dihydroxyethyl)-[1,1'-biphenyl]-4-yl)-3,6-dihydro-7H-[1,2,3]triazolo[4,5-d]pyrimidin-7-one C(C)OC=1C=C(C=CC1C=1NC(C2=C(N1)NN=N2)=O)C2=CC(=CC=C2)C(C(F)(F)F)(O)O